COC=1C=C(C=CC1OC)C=1NC2=CC=C(C=C2C1C(C)C)C1CCN(CC1)CC(=O)N(C)C 2-(4-(2-(3,4-dimethoxyphenyl)-3-isopropyl-1H-indol-5-yl)piperidin-1-yl)-N,N-dimethylacetamide